tert-butyl 7-[4-[(Cyclopentyl-1H-pyrazol-3-yl)amino]pyrimidin-2-yl]-2,7-diazaspiro[3.4]octane-2-carboxylate C1(CCCC1)N1N=C(C=C1)NC1=NC(=NC=C1)N1CCC2(CN(C2)C(=O)OC(C)(C)C)C1